COC1=CC=C(C=C1)C1=NOC(=N1)N1CCN(CC1)C(=O)N 4-(3-(4-methoxyphenyl)-1,2,4-oxadiazol-5-yl)piperazine-1-carboxamide